C(C1=CC=CC=C1)OC1=NC(=CC=C1C1=NN(C2=CC(=CC=C12)C1(CCN(CC1)CC1CCN(CC1)C(=O)OC(C)(C)C)O)C)OCC1=CC=CC=C1 tert-butyl 4-((4-(3-(2,6-bis(benzyloxy)pyridin-3-yl)-1-methyl-1H-indazol-6-yl)-4-hydroxypiperidin-1-yl)methyl)piperidine-1-carboxylate